N-[4-[3-[4-(4-fluorophenyl)-1H-imidazol-2-yl]chroman-6-yl]oxy-2-pyridyl]cyclopropanecarboxamide FC1=CC=C(C=C1)C=1N=C(NC1)C1COC2=CC=C(C=C2C1)OC1=CC(=NC=C1)NC(=O)C1CC1